methyl 3-phenyl-2,3-dibromopropionate C1(=CC=CC=C1)C(C(C(=O)OC)Br)Br